(4-(piperidin-1-yl)phenyl)benzofuran-6-carbaldehyde N1(CCCCC1)C1=CC=C(C=C1)C=1OC2=C(C1)C=CC(=C2)C=O